C(#N)C1=CN(C2=NC(=CC(=C21)C2=C(C(=CC=C2)O)C)C(=O)N)C 3-cyano-4-(3-hydroxy-2-methylphenyl)-1-methyl-pyrrolo[2,3-b]pyridine-6-carboxamide